2-(2-tert-butyl-5-methylphenoxy)-5-trifluoromethylaniline C(C)(C)(C)C1=C(OC2=C(N)C=C(C=C2)C(F)(F)F)C=C(C=C1)C